tert-butyl 4-(5-{[4-({[(tert-butoxy)carbonyl]amino}methyl)phenyl]carbamoyl}furan-2-yl)-1,2,3,6-tetrahydropyridine-1-carboxylate C(C)(C)(C)OC(=O)NCC1=CC=C(C=C1)NC(=O)C1=CC=C(O1)C=1CCN(CC1)C(=O)OC(C)(C)C